4-((1-(6-(4H-1,2,4-triazol-4-yl)-1H-indazol-4-yl)azetidin-3-yl)oxy)-N-((5-(trifluoromethyl)-1H-indol-2-yl)methyl)butan-1-amine N=1N=CN(C1)C1=CC(=C2C=NNC2=C1)N1CC(C1)OCCCCNCC=1NC2=CC=C(C=C2C1)C(F)(F)F